OC1=C(C(=CC=2C(C3=C(C(=CC=C3C(C12)=O)OC)OC)=O)O)C 1,3-dihydroxy-5,6-dimethoxy-2-methylanthraquinone